NC1=NC=NN2C1=C(C=C2CC)C2=CC=C(C=C2)C2=C(C(N(C=C2)CC2=CC=CC=C2)=O)C(=O)N [4-(4-amino-7-ethylpyrrolo[2,1-f][1,2,4]triazin-5-yl)phenyl]-1-benzyl-2-oxo-1,2-dihydropyridine-3-carboxamide